BrC1=C(C=C(C(=N1)C1=CN=C2N1N=C(C(=C2)OC)N2C(CCC2)=O)F)F (3-(6-bromo-3,5-difluoropyridin-2-yl)-7-methoxyimidazo[1,2-b]pyridazin-6-yl)pyrrolidin-2-one